(±)-8-benzyl-6-((tert-butyldimethylsilyl)oxy)-8-azabicyclo[3.2.1]octan-3-ol C(C1=CC=CC=C1)N1C2CC(CC1C(C2)O[Si](C)(C)C(C)(C)C)O